COC1=C(C=C2C(=NC=NC2=C1)C1=CC=C(C=C1)NC(CC1=CC=C(C=C1)C(F)(F)F)=O)OC1CN(C1)C(=O)OC(C)(C)C tert-butyl 3-((7-methoxy-4-(4-(2-(4-(trifluoromethyl)phenyl)acetamido)phenyl)quinazolin-6-yl)oxy)azetidine-1-Carboxylate